NN1NC(=CC(=N1)N)CCCCCCCCCCC 2,4-diamino-6-undecyltriazine